C1(=CC=CC=C1)C=1OC(=C2C=CC=CC12)C1=CC=CC=C1 1,3-diphenyl-isobenzofurane